NCC(=O)N[C@@H](CC1=CC=CC=C1)C(=O)O Glycyl-phenylalanine